CSC(C)C1=C(C=CC=C1)[N+](=O)[O-] methyl-(1-(2-nitrophenyl)ethyl)sulfane